(R)-N-(3-(N-(tert-butyl)sulfamoyl)phenyl)-3-(6-azaspiro[2.5]octan-6-yl)-5-(1,1,1-trifluoro-2-hydroxypropan-2-yl)pyrazine-2-carboxamide C(C)(C)(C)NS(=O)(=O)C=1C=C(C=CC1)NC(=O)C1=NC=C(N=C1N1CCC2(CC2)CC1)[C@@](C(F)(F)F)(C)O